(4,5-DIFLUORO-2-FORMYL-PHENYL)-CARBAMIC ACID TERT-BUTYL ESTER C(C)(C)(C)OC(NC1=C(C=C(C(=C1)F)F)C=O)=O